(2,3-epoxypropoxy)methyl-dimethoxysilane C(C1CO1)OC[SiH](OC)OC